4-(4-fluoropyrazol-1-yl)-1,2-oxazol-5-amine FC=1C=NN(C1)C=1C=NOC1N